(5-methylbicyclo[5.3.1]undecan-1-yl)methyl acetate C(C)(=O)OCC12CCCC(CC(CCC1)C2)C